F[C@@H]1[C@@H](C1)C(=O)NC1=C(C=C(C=N1)C#CC=1C=C(C(=O)NC2=CC(=C(C=C2)CN2CCN(CC2)C)C(F)(F)F)C=CC1C)C 3-((6-((1S,2S)-2-fluorocyclopropane-1-carboxamido)-5-methylpyridin-3-yl)ethynyl)-4-methyl-N-(4-((4-methylpiperazin-1-yl)methyl)-3-(trifluoromethyl)phenyl)benzamide